2,2-bipyridine-6,6-dicarboxylate N1C(=CC=CC1(C(=O)[O-])C(=O)[O-])C1=NC=CC=C1